(R)-2-ethyl-4-((1R,3S)-3-(1-isopropyl-3-(6-(trifluoromethyl)pyridin-3-yl)-1H-1,2,4-triazol-5-yl)cyclopentyl)morpholine C(C)[C@@H]1CN(CCO1)[C@H]1C[C@H](CC1)C1=NC(=NN1C(C)C)C=1C=NC(=CC1)C(F)(F)F